N-(azetidin-3-ylmethyl)-1-[2-chloro-4-[[3-(3-fluoro-4-methoxyphenyl)imidazo[1,2-a]pyrazin-8-yl]amino]benzoyl]piperidine-4-carboxamide N1CC(C1)CNC(=O)C1CCN(CC1)C(C1=C(C=C(C=C1)NC=1C=2N(C=CN1)C(=CN2)C2=CC(=C(C=C2)OC)F)Cl)=O